CC1=CC(=NC2=CC=CC=C12)C=O 4-METHYlQUINOLINE-2-CARBOXALDEHYDE